CS(=O)(=O)N1C(CC(C1)C1=CC=CC=C1)CS(=O)(=O)C=1C=C(C#N)C=CC1 3-(((1-(methylsulfonyl)-4-phenylpyrrolidin-2-yl)methyl)sulfonyl)benzonitrile